Cl.C(C)N ethaneamine hydrochloride